CCCCCCCCCC(=O)O[C@@H]1[C@@H]([C@H]([C@@H](O[C@H]1O[C@H]2[C@@H](O[C@@H]3[C@@H]([C@@H]2OC(=O)CCCCCCCCC[C@@H](O[C@H]4[C@H](O3)[C@H]([C@H]([C@H](O4)C)O)O)CCCCC)O)C)C)O[C@H]5[C@@H]([C@@H]([C@H]([C@@H](O5)C)OC(=O)[C@@H](C)CC)OC(=O)/C=C/C6=CC=CC=C6)O)O[C@H]7[C@@H]([C@@H]([C@H]([C@@H](O7)C)O)O)O The molecule is a resin glycoside that is the pentasaccharide derivative of jalapinolic acid. Isolated from the aerial parts of Ipomoea pes-caprae, it has been found to exhibit potential inhibitory effect against multidrug resistance in the human breast cancer cell line. It has a role as a metabolite. It is a cinnamate ester, a macrocyclic lactone, a pentasaccharide derivative, a resin glycoside and a decanoate ester. It derives from a (S)-2-methylbutyric acid, a trans-cinnamic acid and a jalapinolic acid.